N,N'-(2-methylpentane-1,5-diyl)bisaspartate CC(CN[C@@H](CC(=O)[O-])C(=O)[O-])CCCN[C@@H](CC(=O)[O-])C(=O)[O-]